2-bromo-N-methyl-6-(2-(trifluoromethyl)phenoxy)aniline BrC1=C(NC)C(=CC=C1)OC1=C(C=CC=C1)C(F)(F)F